hafnium selenium [Se].[Hf]